[N+](=O)([O-])C=1C(=NC=CC1)S(=O)N 3-nitropyridinesulfinamide